C(C)C1(CN(C1)CC=1NC2=CC(=CC=C2C1)CNC(=O)C=1N=C2N(C(C1)=O)C=CC=C2)CC N-({2-[(3,3-diethyl-azetidin-1-yl)methyl]-1H-indol-6-yl}methyl)-4-oxo-4H-pyrido[1,2-a]pyrimidine-2-carboxamide